Azelayl-bis[2-methylaziridine] C(CCCCCCCC(=O)N1C(C1)C)(=O)N1C(C1)C